CC=1SC2=C(C1C(=O)NCC1NC(CC1)=O)C=C(C=C2)OCC2=C(N=CS2)C 2-methyl-5-[(4-methyl-1,3-thiazol-5-yl)methoxy]-N-[(5-oxopyrrolidin-2-yl)methyl]-1-benzothiophene-3-carboxamide